CN(CCN(C=1C(=CC(=C(C1)OC)NC1=NC=CC(=N1)C1=CN(C2=CC=CC=C12)C1COC1)N)C)C N1-(2-(dimethylamino)ethyl)-5-methoxy-N1-methyl-N4-(4-(1-(oxetan-3-yl)-1H-indol-3-yl)pyrimidin-2-yl)benzene-1,2,4-triamine